2-(2-benzyl-1H-benzimidazol-5-yl)-5-(piperidin-1-yl)isoindolin-1-one C(C1=CC=CC=C1)C1=NC2=C(N1)C=CC(=C2)N2C(C1=CC=C(C=C1C2)N2CCCCC2)=O